1,1,2-trichloro-3,3,3-trifluoropropene ClC(=C(C(F)(F)F)Cl)Cl